C1(CC1)C(=O)NC1=CC(=C(N=N1)C(=O)NC([2H])([2H])[2H])NC1=C(C(=CC=C1)C=1N=C(OC1)C)OC 6-cyclopropanecarboxamido-4-{[2-methoxy-3-(2-methyl-1,3-oxazol-4-yl)phenyl]amino}-N-(2H3)methylpyridazine-3-carboxamide